4-chloro-3-cyclopropylpyridazine ClC1=C(N=NC=C1)C1CC1